CC1=CC=C(C=C1)S(=O)(=O)OC1=CC=C(C=C1)S(=O)(=O)ON=C1C=CC(S1)=C(C#N)C1=CC=CC=C1 (5-(4-(p-toluenesulfonyloxy)benzenesulfonyl)oxyimino-5H-thiophen-2-ylidene)phenylacetonitrile